2-(4-methoxyphenylamino)-5-aminopyrimidine COC1=CC=C(C=C1)NC1=NC=C(C=N1)N